CC12CC3C(C3CC2O1)(C)C 3,8,8-trimethyl-4-oxatricyclo[5.1.0.03,5]octane